(3-(2-oxoimidazolidin-1-yl)phenyl)-5,7-dihydro-6H-pyrrolo[3,4-d]pyrimidine-6-carbonitrile O=C1N(CCN1)C=1C=C(C=CC1)C=1N=CC2=C(N1)CN(C2)C#N